C1(CCC1)C1=CC=C(C=C1)C1=NC=2CCN(C[C@H]3C2N1CCN3C(C3=CN=C(C(=C3)O)C(F)(F)F)=O)C(C=C)=O |o1:17| (S or R)-1-(2-(4-cyclobutylphenyl)-5-(5-hydroxy-6-(trifluoromethyl)nicotinoyl)-4,5,5a,6,8,9-hexahydro-1,2a,5,7-tetraazabenzo[cd]azulen-7(3H)-yl)prop-2-en-1-one